C1(=CC=CC=C1)S(=O)(=O)CC1=NN(C=C1)COCC[Si](C)(C)C ((benzenesulfonyl)methyl)-1-((2-(trimethylsilyl)ethoxy)methyl)-1H-pyrazole